ClC=1C(N(N=CC1N1CC=2N=CN=C(C2CC1)C(C)C1=C(C=C(C=C1)F)C(F)(F)F)C1OCCCC1)=O 4-chloro-5-(4-[1-[4-fluoro-2-(trifluoromethyl)phenyl]ethyl]-5H,6H,7H,8H-pyrido[3,4-d]pyrimidin-7-yl)-2-(oxan-2-yl)-2,3-dihydropyridazin-3-one